CC=1SC(=C(N1)C)C1=CC=CC(=N1)C(=O)N[C@H](CN1CCN(CC1)S(=O)(=O)C1=C(N=C(S1)NC(OC)=O)C)C methyl N-[5-({4-[(2S)-2-{[6-(2,4-dimethyl-1,3-thiazol-5-yl)pyridin-2-yl]formamido}propyl]piperazin-1-yl}sulfonyl)-4-methyl-1,3-thiazol-2-yl]carbamate